SNCCC1=CC(O)=C(O)C=C1 sulfhydryl-dopamine